C(C=CCCCCCCCCCCC)(=O)[O-].[Fe+2].C(C=CCCCCCCCCCCC)(=O)[O-] iron tetradecenoate